Niobium-silicon [Si].[Nb]